C(C)NC(=O)N1CCC(CC1)[C@@H](C)N1CC(C1)C=1C=C(C=2N(C1)C(=NC2F)C)C2=C(C=C(C=C2)F)C(N(C(C)C)CC)=O N-ethyl-4-[(1R)-1-[3-(8-{2-[ethyl(isopropyl)carbamoyl]-4-fluorophenyl}-1-fluoro-3-methylimidazo[1,5-a]pyridin-6-yl)azetidin-1-yl]ethyl]piperidine-1-carboxamide